OC1=CC=C(C=C2C(N(C(S2)=NN=C2C(NC3=CC=C(C=C23)C)=O)C2=CC=C(C=C2)C)=O)C=C1 3-(2-(5-(4-hydroxybenzylidene)-3-(4-methylphenyl)-4-oxothiazolidin-2-ylidene)hydrazono)-5-methyl-1H-indol-2-one